(R)-2-amino-N'-hydroxy-N-(1-(8-((1-methyl-1H-pyrazol-4-yl)ethynyl)-1-oxo-2-phenyl-1,2-dihydroisoquinolin-3-yl)ethyl)pyrazolo[1,5-a]pyrimidine-3-carboxamidine NC1=NN2C(N=CC=C2)=C1C(=NO)N[C@H](C)C=1N(C(C2=C(C=CC=C2C1)C#CC=1C=NN(C1)C)=O)C1=CC=CC=C1